(S)-2-(4-bromophenyl)-3-((cyclopropylmethyl)(methyl)amino)-1-(4-((5R,7S)-7-hydroxy-5-methyl-6,7-dihydro-5H-cyclopenta[d]pyrimidin-4-yl)piperazin-1-yl)propan-1-one BrC1=CC=C(C=C1)[C@H](C(=O)N1CCN(CC1)C=1C2=C(N=CN1)[C@H](C[C@H]2C)O)CN(C)CC2CC2